2-aminobenzene-1-thiol NC1=C(C=CC=C1)S